N-((R)-1-(4-(ethylsulfonyl)phenyl)-2-(2-methoxyethoxy)ethyl)benzamide C(C)S(=O)(=O)C1=CC=C(C=C1)[C@H](COCCOC)NC(C1=CC=CC=C1)=O